difluoro-2-(2-methoxyphenyl)acetamide FC(C(=O)N)(C1=C(C=CC=C1)OC)F